1,3-diallyl-2-thiourea C(C=C)NC(=S)NCC=C